3-Hydroxy-3-[2-methoxy-4-(3-oxo-3-phenylprop-1-enyl)phenyl]prop-2-enamide OC(=CC(=O)N)C1=C(C=C(C=C1)C=CC(C1=CC=CC=C1)=O)OC